(3Z)-1-iodo-10,10-diethoxy-3-decene ICC\C=C/CCCCCC(OCC)OCC